O1C(=CC=C1)C1=NN2C(=NC3=C(C2=N1)C=NN3CCN3CCN(CC3)C3=CC=C(C=C3)OCCOC)N (2-furanyl)-7-(2-(4-(4-(2-methoxyethoxy)phenyl)-1-piperazinyl)ethyl)-7H-pyrazolo(4,3-e)(1,2,4)triazolo(1,5-c)pyrimidine-5-amine